O1COC2=C1C=CC(=C2)/C=C/C(=O)N(C2=NC=CC=C2)CCSC (E)-3-(1,3-Benzodioxol-5-yl)-N-(2-methylsulfanyl-ethyl)-N-(2-pyridinyl)prop-2-enamide